ceric sulfide [S-2].[Ce+4].[S-2]